5-methyl-N2-(1-methylpiperidin-4-yl)-7-phenylpyrido[2,3-d]pyrimidine-2,4-diamine CC1=CC(=NC=2N=C(N=C(C21)N)NC2CCN(CC2)C)C2=CC=CC=C2